ClC1=CC=C(OC2=C(C=C(C=C2)NC(CC2=CC=C(C=C2)F)=O)S(N)(=O)=O)C=C1 N-[4-(4-chlorophenoxy)-3-sulfamylphenyl]-2-(4-fluorophenyl)acetamide